ClC=1C=C(CN2CCC(CC2)N2C3=C(N(C=C2)C)C=C(C=N3)C)C=CC1 4-(1-(3-chlorobenzyl)piperidin-4-yl)-1,7-dimethyl-1,4-dihydropyrido[2,3-b]pyrazine